CN(C(CCCCCC)CCCCCCCCCCC\C=C/C\C=C/CCCCC)C (19Z,22Z)-N,N-dimethyl-octacosa-19,22-dien-7-amine